5-[6-[4-[(6-chloro-3-pyridyl)methyl]piperazin-1-yl]-2-isopropyl-3-pyridyl]-1,3-dimethyl-pyridin-2-one ClC1=CC=C(C=N1)CN1CCN(CC1)C1=CC=C(C(=N1)C(C)C)C=1C=C(C(N(C1)C)=O)C